FC=1C=C(C=CC1OC)C1=CC=C(C=C1)CC=1C(=C(SC1C)C)C(=O)NC1CC2(CC(C2)C(=O)O)C1 6-(4-((3'-fluoro-4'-methoxy-[1,1'-biphenyl]-4-yl)methyl)-2,5-dimethylthiophene-3-carboxamido)spiro[3.3]heptane-2-carboxylic acid